N1C(=O)NC(=O)C=C1 [3H]-uracil